CN1CC2=CC(=C(C=C2CC1)F)[N+](=O)[O-] 2-methyl-6-fluoro-7-nitro-1,2,3,4-tetrahydroisoquinoline